C1(=CC=C2C=CC3=CC=CC4=CC=C1C2=C34)[NH-] pyrenyl-amide